FC1=C2C(C(N=C(C2=CC=C1)C1=CN=C2N1C=CC(=C2)C)(C)C)(C)C 5-fluoro-3,3,4,4-tetramethyl-1-(7-methylimidazo[1,2-a]pyridin-3-yl)isoquinoline